C(CC)OC=1C=C(C=CC1F)NC1=C2C=C(NC2=CC(=C1)NC(C)=O)C(=O)O 4-((3-propoxy-4-fluorophenyl)amino)-6-acetamido-1H-indole-2-carboxylic acid